1-Bromo-3-(trifluoromethyl)-5-vinylbenzene BrC1=CC(=CC(=C1)C=C)C(F)(F)F